FC(C(=O)NCCC1=C(C=CC=C1)I)(F)F 2,2,2-trifluoro-N-(2-iodophenethyl)acetamide